3-(4-(5-((4-((4-(cyclopropanecarboxamidomethyl)piperidin-1-yl)methyl)-6-(3,5-dichlorophenyl)pyridin-2-yl)oxy)pyridin-2-yl)piperazin-1-yl)propanoic acid C1(CC1)C(=O)NCC1CCN(CC1)CC1=CC(=NC(=C1)C1=CC(=CC(=C1)Cl)Cl)OC=1C=CC(=NC1)N1CCN(CC1)CCC(=O)O